2-(4-(6-Chloropyridin-2-yl)pyrimidin-2-yl)-5-fluoroisoindoline ClC1=CC=CC(=N1)C1=NC(=NC=C1)N1CC2=CC=C(C=C2C1)F